ClC=1C(=NC(=NC1)N1CCC(CC1)NC1=CC=C2C(=CN(C2=C1)C)C1C(NC(CC1)=O)=O)NC1=CC2=C(N(C(N2CCC(C)(C)O)=O)C)C=C1 3-[6-[[1-[5-chloro-4-[[3-(3-hydroxy-3-methyl-butyl)-1-methyl-2-oxo-benzimidazol-5-yl]amino]pyrimidin-2-yl]-4-piperidyl]amino]-1-methyl-indol-3-yl]piperidine-2,6-dione